N1=C(C=CC=C1)NC(CC(=O)O)([2H])[2H] 3-[(pyridin-2-yl)amino](3,3-2H2)propanoic acid